FC(C1=CC(=NC=C1)OC1=CC2=C(N=C(S2)N)C=C1)(F)F 6-[[4-(trifluoromethyl)-2-pyridyl]oxy]-1,3-benzothiazol-2-amine